(2R,4S)-4-ethoxy-N-(3-(2-((3-methoxy-1-methyl-1H-pyrazol-4-yl)amino)-5-methylpyrimidin-4-yl)-1H-indol-7-yl)-1-(1-methylpiperidin-4-yl)pyrrolidine-2-carboxamide C(C)O[C@H]1C[C@@H](N(C1)C1CCN(CC1)C)C(=O)NC=1C=CC=C2C(=CNC12)C1=NC(=NC=C1C)NC=1C(=NN(C1)C)OC